N-(4-(3-hydroxyoxetan-3-yl)phenyl)-5-(4-(trifluoromethyl)phenyl)hexahydropyrrolo[3,4-c]pyrrole-2(1H)-carboxamide OC1(COC1)C1=CC=C(C=C1)NC(=O)N1CC2CN(CC2C1)C1=CC=C(C=C1)C(F)(F)F